N1=C(C=CC=C1)C[C@@H](CCC=C)S(=O)(=O)N (R)-1-(PYRIDIN-2-YL)HEX-5-ENE-2-SULFONAMIDE